O[C@H](C)C1=NC=2C(=C3C(=NC2)NN=C3)N1[C@H]1C[C@H](N(C1)CCCC#N)CO 4-((2S,4S)-4-(2-((R)-1-Hydroxyethyl)imidazo[4,5-d]pyrazolo[3,4-b]pyridin-1(6H)-yl)-2-(hydroxymethyl)pyrrolidin-1-yl)butanenitrile